4-cyanooxybenzoic acid-4-cyanophenyl ester (4-cyanooxyphenyl-4-cyanooxybenzoate) C(#N)OC1=CC=C(C=C1)C1=C(C(=O)O)C=CC(=C1)OC#N.C(#N)C1=CC=C(C=C1)OC(C1=CC=C(C=C1)OC#N)=O